(2R,3S,4R)-2-(acetoxymethyl)-3,4-dihydro-2H-pyran-3,4-diyl diacetate C(C)(=O)O[C@@H]1[C@H](OC=C[C@H]1OC(C)=O)COC(C)=O